C(C)C1(C(NC2(C3=NC=C(N=C31)OCC(F)(F)F)COC2)=O)CC 8',8'-diethyl-2'-(2,2,2-trifluoroethoxy)-6'H-spiro[oxetane-3,5'-pyrido[3,4-b]pyrazin]-7'(8'H)-one